FC(C(=O)NC1=CC(=C2C=NC(=NC2=C1C(C)C)NC1=CC(=NC=C1)N1C[C@@H]([C@@H](CC1)OC)F)N1[C@@H]([C@H](C1)CS(=O)(=O)C)C)=C 2-fluoro-N-(2-((2-((3S,4R)-3-fluoro-4-methoxypiperidin-1-yl)pyridin-4-yl)amino)-8-isopropyl-5-((2R,3S)-2-methyl-3-((methylsulfonyl)methyl)azetidin-1-yl)quinazolin-7-yl)acrylamide